6-chloro-2-(methylthio)pyrimidine ClC1=CC=NC(=N1)SC